COC(=O)C1=C(C=2C(C3=C(C=C(C(=C3C(C2C=C1O)=O)O)O)O)=O)C 3,5,6,8-tetrahydroxy-1-methyl-9,10-dioxo-2-anthracenecarboxylic acid methyl ester